C12CN(CC2C1)C(=O)N 3-azabicyclo[3.1.0]hexane-3-carboxamide